CN(C)CC1=C(C=CC(=N1)NC=1C=CC(=C2CNC(C12)=O)C1=CN=C2N1C=CC(=C2)F)N2CCOC[C@@H](C2)O (R)-7-((6-((dimethylamino)-methyl)-5-(6-hydroxy-1,4-oxazepan-4-yl)pyridin-2-yl)amino)-4-(7-fluoroimidazo[1,2-a]pyridin-3-yl)isoindolin-1-one